6-(6-(((1S,2S,3R,5R)-2-fluoro-1,5-dimethyl-9-azabicyclo[3.3.1]nonan-3-yl)(methyl)amino)-1,2,4-triazin-3-yl)isoquinolin-7-ol F[C@@H]1[C@@]2(CCC[C@](C[C@H]1N(C1=CN=C(N=N1)C=1C=C3C=CN=CC3=CC1O)C)(N2)C)C